4-[(2R)-3-(3,4-dihydro-1H-isoquinolin-2-yl)-2-hydroxy-propyl]-8-[(1-isopropyl-4-piperidinyl)oxy]-2,3-dihydro-1,4-benzoxazepin-5-one C1N(CCC2=CC=CC=C12)C[C@H](CN1CCOC2=C(C1=O)C=CC(=C2)OC2CCN(CC2)C(C)C)O